1-[(1R)-1-isopropylpentyl]imidazo[4,5-c]quinolin-4-amine hydrochloride Cl.C(C)(C)[C@@H](CCCC)N1C=NC=2C(=NC=3C=CC=CC3C21)N